2'-(quinolin-3-yl)-6',7'-dihydro-5'H-spiro[piperidine-4,4'-pyrazolo[1,5-a]pyridine] N1=CC(=CC2=CC=CC=C12)C1=NN2C(C3(CCC2)CCNCC3)=C1